4-Chloro-5H-pyrrolo[3,2-D]pyrimidine-2-amine ClC=1C2=C(N=C(N1)N)C=CN2